N-cyclohexyl-2-(2-methylphenoxy)-N-(3-thienyl)acetamide C1(CCCCC1)N(C(COC1=C(C=CC=C1)C)=O)C1=CSC=C1